FC(CN1N=NC2=C1C=C(C=C2F)C=2C=CN1N=C(N=C(C12)OC)NC1CC(C1)(O)C)F (1r,3r)-3-((5-(1-(2,2-difluoroethyl)-4-fluoro-1H-benzo[d][1,2,3]triazol-6-yl)-4-methoxypyrrolo[2,1-f][1,2,4]triazin-2-yl)amino)-1-methylcyclobutan-1-ol